3-(trifluoro-methoxy)aniline FC(OC=1C=C(N)C=CC1)(F)F